Beta-D-fructose 2,6-bisphosphate P(=O)(O)(O)O[C@@]1(CO)[C@@H](O)[C@H](O)[C@H](O1)COP(=O)(O)O